C[Si](C1=CC=C(C=C1)[Si](C=C)(C)C)(C=C)C 1,4-bis(dimethyl-(vinyl)silyl)benzene